2-[(3R)-3-methyl-4-(oxetan-3-yl)piperazin-1-yl]thieno[2,3-d]thiazole-5-carboxylic acid C[C@@H]1CN(CCN1C1COC1)C=1SC2=C(N1)SC(=C2)C(=O)O